(14S,17S)-12-methyl-6-nitro-8,12,15,18,23-pentazatetracyclo[17.3.1.114,17.02,7]tetracosa-1(23),2,4,6,19,21-hexaen-13-one CN1CCCNC2=C(C=CC=C2C=2C=CC=C(N[C@@H]3CN[C@H](C1=O)C3)N2)[N+](=O)[O-]